1-(3-hydroxy-5-methoxy-4-pyridinyl)ethanone OC=1C=NC=C(C1C(C)=O)OC